barium bis(trifluoromethylsulfonyl)amide FC(S(=O)(=O)[N-]S(=O)(=O)C(F)(F)F)(F)F.[Ba+2].FC(F)(F)S(=O)(=O)[N-]S(=O)(=O)C(F)(F)F